2-(((5-chloro-2-(1H-tetrazol-1-yl) phenyl) amino)-2-oxoacetylamino)-3-(4-(4-((2-hydroxyethyl) carbamoyl) piperidine-1-carboxamido) phenylpropionamido)-1H-indole-1,2-dicarboxylate ClC=1C=CC(=C(C1)NN(C1(N(C2=CC=CC=C2C1NC(CCC1=CC=C(C=C1)NC(=O)N1CCC(CC1)C(NCCO)=O)=O)C(=O)[O-])C(=O)[O-])C(C=O)=O)N1N=NN=C1